C(#N)[C@@H](C[C@@H]1C(NCCC1)=O)NC(=O)[C@H]1N([C@@H]2CC([C@H]1CC2)(F)F)C([C@H](C)NC2=C(C=CC(=C2)F)F)=O (1S,3S,4S)-N-[(1R)-1-cyano-2-[(3R)-2-oxo-3-piperidyl]ethyl]-2-[(2S)-2-(2,5-difluoroanilino)propanoyl]-5,5-difluoro-2-azabicyclo[2.2.2]octane-3-carboxamide